OC1(COC(C(C(C(CC(CC(CN(C(C1O)C)C)C)(C)O)C)O)C)=O)C 3,4,10,13-tetrahydroxy-3,5,6,8,10,12,14-heptamethyl-15-oxo-1-oxa-6-azacyclopentadecan